methyl 4-(2-(3-((tert-butoxycarbonyl)amino)prop-1-yn-1-yl)-3-fluorobenzofuran-4-yl)-4-cyanobutanoate butyl-(3-(4-(cyanomethyl)-3-fluorobenzofuran-2-yl)prop-2-yn-1-yl)carbamate C(CCC)N(C(O)=O)CC#CC=1OC2=C(C1F)C(=CC=C2)CC#N.C(C)(C)(C)OC(=O)NCC#CC=2OC1=C(C2F)C(=CC=C1)C(CCC(=O)OC)C#N